NCC1(CCN(CC1)C1=NC(=C(N=C1CO)C1=C(C(=CC=C1)Cl)Cl)C)C1(CCC1)O 1-(4-(aminomethyl)-1-(5-(2,3-dichlorophenyl)-3-(hydroxymethyl)-6-methylpyrazin-2-yl)piperidin-4-yl)cyclobutanol